CC=1C=C(C=CC1)SOP(OSC1=CC(=CC=C1)C)(=O)C1=CC=CC=C1 phenyl-phosphonic acid di(3-methyl phenyl thio) ester